C12(CC3CC(CC(C1)C3)C2)NC(NC2CCC(CC2)OC2=CC=C(C(=O)O)C=C2)=O 4-(4-(3-Adamantan-1-yl-ureido)-cyclohexyloxy)-benzoic acid